[Si](C)(C)(C(C)(C)C)O[C@@H]1C[C@H](N(C1)C(=O)OC(C)(C)C)C(=O)OC 1-tert-butyl 2-methyl (2S,4R)-4-[(tert-butyldimethylsilyl)oxy]pyrrolidine-1,2-dicarboxylate